N-(2,2-difluoroethyl)-3-fluoro-5-iodo-aniline FC(CNC1=CC(=CC(=C1)I)F)F